ClC=1C=C(SC1)C=1N=C(SC1C#N)NC(=O)C=1C=CC(=NC1)N1CCC(CC1)C(=O)O 1-(5-((4-(4-chlorothien-2-yl)-5-cyanothiazol-2-yl)carbamoyl)pyridin-2-yl)piperidine-4-carboxylic acid